2,3-bis(glycidoxymethyl)styrene C(C1CO1)OCC1=C(C=C)C=CC=C1COCC1CO1